N(=C=S)CCN(CC1=NC=CC=C1)CC1=NC=CC=C1 2-isothiocyanato-N,N-bis(pyridin-2-ylmethyl)ethan-1-amine